tris[2-phenyl-4-methyl-quinoline] iridium (III) [Ir+3].C1(=CC=CC=C1)C1=NC2=CC=CC=C2C(=C1)C.C1(=CC=CC=C1)C1=NC2=CC=CC=C2C(=C1)C.C1(=CC=CC=C1)C1=NC2=CC=CC=C2C(=C1)C